Bis-(2,4-dichlorobenzoyl) Peroxide ClC1=C(C(=O)OOC(C2=C(C=C(C=C2)Cl)Cl)=O)C=CC(=C1)Cl